6-methyl-2-[[4-[[3-[(3-methyl-2-nitro-imidazol-4-yl)methoxy]-7-morpholino-1,6-naphthyridin-5-yl]oxy]cyclohexyl]amino]pyrimidine-4-carbonitrile CC1=CC(=NC(=N1)NC1CCC(CC1)OC1=C2C=C(C=NC2=CC(=N1)N1CCOCC1)OCC=1N(C(=NC1)[N+](=O)[O-])C)C#N